FC1=C(C=CC=C1)S(=O)(=O)NC1=NOC2=C1C(=CC(=C2)CN2N=C(C=C2)CNC(OC(C)(C)C)=O)OC tert-butyl ((1-((3-((2-fluorophenyl)sulfonamido)-4-methoxybenzo[d]isoxazol-6-yl)methyl)-1H-pyrazol-3-yl)methyl)carbamate